C(C)OC(=O)C=1C(=NN(C1)C1=CC(=C(C(=C1)Br)OC(F)F)Br)C 1-(3,5-dibromo-4-(difluoromethoxy)phenyl)-3-methyl-1H-pyrazole-4-carboxylic acid ethyl ester